FC(CN1CC(N(CC1)CC1=C2C=CN(C2=C(C=C1OC)C)C(=O)OC(C)(C)C)C1=CC(=C(C=C1)C(=O)OC)NC1CCOCC1)F tert-Butyl 4-((4-(2,2-difluoroethyl)-2-(4-(methoxycarbonyl)-3-((tetrahydro-2H-pyran-4-yl)amino)phenyl)piperazin-1-yl)methyl)-5-methoxy-7-methyl-1H-indole-1-carboxylate